COC=1C=CC(=C2C=CC(=NC12)C(=O)O)N1N=CC=C1 8-methoxy-5-(1H-pyrazol-1-yl)quinoline-2-carboxylic acid